FC1=C(C(=CC(=C1)NCCNC)F)N1C(N(C=2N=CC(=CC2C=2C(=CC(=CC12)C#N)F)F)C)=O 10-(2,6-difluoro-4-{[2-(methylamino)ethyl]amino}phenyl)-4,15-difluoro-8-methyl-9-oxo-6,8,10-triazatricyclo[9.4.0.02,7]pentadeca-1(11),2(7),3,5,12,14-hexaene-13-carbonitrile